1-naphthyridineboronic acid N1(CC=CC2=CC=CN=C12)B(O)O